1-(1-bromo-4-methoxynaphthalen-2-yl)ethan-1-one BrC1=C(C=C(C2=CC=CC=C12)OC)C(C)=O